ClC=1C=C(C=C(C1)Cl)C1=CC=C(C=C1)C(=O)NC1=CC(=C(C=C1)O)NS(=O)(=O)C1=CC=C(C=C1)F 3',5'-dichloro-N-(3-((4-fluorophenyl)sulfonamido)-4-hydroxyphenyl)-[1,1'-biphenyl]-4-carboxamide